tert-butyl 3-[4-[1-(2,6-dioxo-3-piperidyl)-3-methyl-2-oxo-benzimidazol-5-yl]pyrazol-1-yl]propanoate O=C1NC(CCC1N1C(N(C2=C1C=CC(=C2)C=2C=NN(C2)CCC(=O)OC(C)(C)C)C)=O)=O